C1=CC=CC=2C3=CC=CC=C3C(C12)COC(=O)N[C@@H](CCC(=O)N1CCN(CC1)C(=O)OC(C)(C)C)C(=O)OC(C)(C)C tert-butyl (S)-4-(4-((((9H-fluoren-9-yl)methoxy)carbonyl)amino)-5-(tert-butoxy)-5-oxopentanoyl)piperazine-1-carboxylate